N-pentyl-ethylpiperidine chloride salt [Cl-].C(CCCC)N1C(CCCC1)CC